tert-butyl 4-(3-(2-methyl-2H-indazol-5-yl) cinnolin-7-yl)-3,6-dihydropyridine-1(2H)-carboxylate CN1N=C2C=CC(=CC2=C1)C=1N=NC2=CC(=CC=C2C1)C=1CCN(CC1)C(=O)OC(C)(C)C